ClC=1C=C(C=CC1)C=1C=C2C(=NC1)C=NN2 6-(3-chlorophenyl)pyrazolo[4,3-b]pyridin